(S)-1-cyano-N-(4-(5-cyanopyridin-3-yl)thiazol-2-yl)-N-methylpyrrolidine-2-carboxamide C(#N)N1[C@@H](CCC1)C(=O)N(C)C=1SC=C(N1)C=1C=NC=C(C1)C#N